C1(CC1)O[C@@H]([C@@H](C=1OC2=C(N1)C=C(C=C2)[C@@H](COC)N2C(N[C@@H](C2)C(F)(F)F)=O)NC(=O)C2=CC=NN2CC)C N-((1S,2R)-2-cyclopropoxy-1-(5-((S)-2-methoxy-1-((S)-2-oxo-4-(trifluoromethyl)-imidazolidin-1-yl)ethyl)-benzo[d]oxazol-2-yl)propyl)-1-ethyl-1H-pyrazole-5-carboxamide